6-(ethylsulfonyl)-7-(methoxy)-3-{[4-(4-morpholinyl)-1-piperidinyl]methyl}-N-(1-phenylcyclopropyl)-2-[3-(trifluoromethyl)phenyl]-4-quinolinecarboxamide C(C)S(=O)(=O)C=1C=C2C(=C(C(=NC2=CC1OC)C1=CC(=CC=C1)C(F)(F)F)CN1CCC(CC1)N1CCOCC1)C(=O)NC1(CC1)C1=CC=CC=C1